1-(3-fluoro-5-((4-methoxybenzyl)oxy)-2-methylpyridin-4-yl)ethan-1-one methyl-N-[2-[[[1-(4-chlorophenyl)-1H-pyrazol-3-yl]oxy]methyl]phenyl]-N-methoxycarbamate COC(N(OC)C1=C(C=CC=C1)COC1=NN(C=C1)C1=CC=C(C=C1)Cl)=O.FC=1C(=NC=C(C1C(C)=O)OCC1=CC=C(C=C1)OC)C